5-ethyl-6-fluoro-4-(8-fluoro-2-(((2R,7aS)-2-fluorotetrahydro-1H-pyrrolizin-7a(5H)-yl)methoxy)-4-(piperidin-1-yl)pyrido[4,3-d]pyrimidin-7-yl)naphthalen-2-ol C(C)C1=C2C(=CC(=CC2=CC=C1F)O)C1=C(C=2N=C(N=C(C2C=N1)N1CCCCC1)OC[C@]12CCCN2C[C@@H](C1)F)F